3-(2-phenylprop-2-yl)phenol C1(=CC=CC=C1)C(C)(C)C=1C=C(C=CC1)O